(2-(trimethyl-silyl)ethoxy(methyl)-1H-imidazol-4-yl)methanol C[Si](CCOC=1N(C=C(N1)CO)C)(C)C